Cl.CN(N)C(C)C1=CC=C(C=C1)C1=NN(C=N1)C1=CC=C(C=C1)OC(F)(F)F 3-(4-(1-(1-methylhydrazino)ethyl)phenyl)-1-(4-(trifluoromethoxy)phenyl)-1H-1,2,4-triazole hydrochloride